[N-](S(=O)(=O)C(F)(F)F)S(=O)(=O)C(F)(F)F.[N-](S(=O)(=O)C(F)(F)F)S(=O)(=O)C(F)(F)F.C(CC)N1CN(C=C1)C 1-propyl-3-methylimidazole bis(trifluoromethanesulfonimide) salt